BrC=1C=C(C=2N(C1)C(=C(N2)C(=O)OCC)C)F Ethyl 6-bromo-8-fluoro-3-methylimidazo[1,2-a]pyridine-2-carboxylate